O=C1NC=2C=C(C=CC2C=2C1=CSC2)C(=O)OC methyl 4-oxo-4,5-dihydrothieno[3,4-c]quinoline-7-carboxylate